OC1(COC1)C1=CC=C(C=C1)C(=O)N1CCCC2=CC(=CC=C12)OC1=CC=C(C=C1)C(F)(F)F (4-(3-hydroxyoxetan-3-yl)phenyl)(6-(4-(trifluoromethyl)phenoxy)-3,4-dihydroquinolin-1(2H)-yl)methanone